5-fluoro-3-hydroxy-1-methyl-3-(2-(naphthalen-2-yl)-2-oxoethyl)indolin-2-one FC=1C=C2C(C(N(C2=CC1)C)=O)(CC(=O)C1=CC2=CC=CC=C2C=C1)O